O=CC(CCC(=O)[O-])NC(=O)C1=CC=C(C=C1)C1=NC=CC=N1 5-oxo-4-[[4-(pyrimidin-2-yl)phenyl]formamido]pentanoate